N-((2-(4-(1-(benzo[d]thiazol-5-yl)ethyl)piperazin-1-yl)pyrimidin-5-yl)(ethyl)(oxo)-λ6-sulfanylidene)-2,2,2-trifluoroacetamide S1C=NC2=C1C=CC(=C2)C(C)N2CCN(CC2)C2=NC=C(C=N2)S(=NC(C(F)(F)F)=O)(=O)CC